F[B-](F)(F)F.C1(=CC=CC=C1)C1=[NH+]C=C(C(=C1C1=CC=CC=C1)C1=CC=CC=C1)C1=CC=CC=C1 2,3,4,5-tetraphenylpyridinium tetrafluoroborate